2-[(3S)-3-aminopyrrolidin-1-yl]-N-[(1R)-1-(1-naphthyl)ethyl]pyrimidine-4-carboxamide N[C@@H]1CN(CC1)C1=NC=CC(=N1)C(=O)N[C@H](C)C1=CC=CC2=CC=CC=C12